2,4,6-tris-(4-methoxyphenyl)thiopyrylium COC1=CC=C(C=C1)C1=[S+]C(=CC(=C1)C1=CC=C(C=C1)OC)C1=CC=C(C=C1)OC